1-propylpyridinium bis(trifluoromethylsulfonyl)imide salt [N-](S(=O)(=O)C(F)(F)F)S(=O)(=O)C(F)(F)F.C(CC)[N+]1=CC=CC=C1